Ethanoethoxy phosphate P(=O)(OOC1CCC1)([O-])[O-]